rac-methyl (1R,2R,3S,3aR,8bS)-6-((4,5-dihydroxypentyl)oxy)-1,8b-dihydroxy-8-methoxy-3a-(4-methoxyphenyl)-3-phenyl-2,3,3a,8b-tetrahydro-1H-cyclopenta[b]benzofuran-2-carboxylate O[C@H](CCCOC1=CC2=C([C@]3([C@@](O2)([C@@H]([C@H]([C@H]3O)C(=O)OC)C3=CC=CC=C3)C3=CC=C(C=C3)OC)O)C(=C1)OC)CO |&1:1|